FC1=C(C=C(C=C1)OC=1C(=C2C=CNC2=CC1F)SC)C=1NC(=CN1)C1(COC2=C1C=CC=C2CCC(=O)OC)C methyl 3-(3-(2-(2-fluoro-5-((6-fluoro-4-(methylthio)-1H-indol-5-yl)oxy)phenyl)-1H-imidazol-5-yl)-3-methyl-2,3-dihydrobenzofuran-7-yl)propanoate